5-chloro-N2-(1-ethyl-1H-pyrazol-4-yl)-7-(piperidin-3-yl)-7H-pyrrolo[2,3-d]pyrimidine-2,4-diamine ClC1=CN(C=2N=C(N=C(C21)N)NC=2C=NN(C2)CC)C2CNCCC2